C1([C@H](O)[C@@H](O)[C@H](O)[C@H](O1)CO)N([C@@H](CC[C@@H](O)CN)C(=O)O)C1[C@H](O)[C@@H](O)[C@@H](O)[C@H](O1)CO glucosyl-galactosylhydroxylysine